trans-N1-(4-methoxy-5-(1-methyl-1H-benzo[d][1,2,3]triazol-6-yl)pyrrolo[2,1-f][1,2,4]triazin-2-yl)-3-methylcyclobutane-1,3-diamine COC1=NC(=NN2C1=C(C=C2)C=2C=CC1=C(N(N=N1)C)C2)NC2CC(C2)(N)C